BrC=1C(=NC(=NC1)C)N 5-bromo-4-amino-2-methylpyrimidine